N(C(=N)N)NC(C1=CC=CC=C1)=O N-guanidinobenzamide